FC1=C(C#N)C=CC(=C1)C1=CN=C(N1)C1N(CCCC1)C(C(C)SC)=O 2-fluoro-4-(2-(1-(2-(methylsulfanyl)propionyl)piperidin-2-yl)-1H-imidazol-5-yl)benzonitrile